BrCCO[Zr](OCCBr)(OCCBr)OCCBr.[Zr] zirconium tetra(2-bromoethoxy)zirconium